(1S,2S,3S)-N-(6-(1-((3R,4R)-4-fluoro-3-methyltetrahydrofuran-3-yl)piperidin-4-yl)-7-methylisoquinolin-3-yl)-2-methyl-3-(1-methyl-1H-pyrazol-4-yl)cyclopropane-1-carboxamide F[C@@H]1[C@](COC1)(C)N1CCC(CC1)C=1C=C2C=C(N=CC2=CC1C)NC(=O)[C@H]1[C@H]([C@@H]1C=1C=NN(C1)C)C